(Ra)-N-[6-(5-chloro-1,3-benzoxazol-2-yl)spiro[3.3]heptan-2-yl]-2-methylsulfonyl-pyridine-4-carboxamide ClC=1C=CC2=C(N=C(O2)C2CC3(CC(C3)NC(=O)C3=CC(=NC=C3)S(=O)(=O)C)C2)C1